dibutyl-dihexyl-phosphonium hydroxide [OH-].C(CCC)[P+](CCCCCC)(CCCCCC)CCCC